5-amino-2-(3-vinyl-5,6-dihydro-[1,2,4]triazolo[4,3-a]pyrazin-7(8H)-yl)isonicotinic acid methyl ester COC(C1=CC(=NC=C1N)N1CC=2N(CC1)C(=NN2)C=C)=O